COC1CCC(CC1)CNC1=C(C=C(C=C1)S(=O)(=O)NC(C1=C(C=CC=C1)OC=1C=C2C(=NC1)NC=C2)=O)[N+](=O)[O-] N-[(4-{[(4-methoxycyclohexyl)methyl]amino}-3-nitrophenyl)sulfonyl]-2-{1H-pyrrolo[2,3-b]pyridin-5-yloxy}benzamide